3-hydroxy-3-(1-nitroethyl)azetidine-1-carboxylic acid-1,1-dimethylethyl ester CC(C)(C)OC(=O)N1CC(C1)(C(C)[N+](=O)[O-])O